C(C)(=O)[O-].C(C)(=O)[O-].[Na+].C(CCCCCCCCCCC)(=O)NCCNC(CCCCCCCCCCC)=O.[Na+] N,N'-bis-lauroyl-ethylenediamine sodium diacetate